(3S,5R,8R,9S,10S,13R,14S,16S,17R)-3-(1,4-diazepane-1-carboxamido)-14-hydroxy-10,13-dimethyl-17-(5-oxo-2,5-dihydrofuran-3-yl)hexadecahydro-1H-cyclopenta[a]phenanthren-16-yl acetate C(C)(=O)O[C@H]1C[C@@]2([C@@H]3CC[C@@H]4C[C@H](CC[C@@]4([C@H]3CC[C@@]2([C@H]1C=1COC(C1)=O)C)C)NC(=O)N1CCNCCC1)O